d-2-[4-[2-(2,5-dimethylpyrrol-1-yl)-6-ethyl-1-methyl-benzoimidazol-4-yl]-2-methyl-pyrazol-3-yl]benzonitrile CC=1N(C(=CC1)C)C1=NC2=C(N1C)C=C(C=C2C2=C(N(N=C2)C)C2=C(C#N)C=CC=C2)CC